actinium water O.[Ac]